isopropylphenyl-boric acid C(C)(C)C1=C(C=CC=C1)OB(O)O